N-(5-(2,2-difluoroacetamido)-2,4-difluorophenyl)-2,3-difluorobenzamide FC(C(=O)NC=1C(=CC(=C(C1)NC(C1=C(C(=CC=C1)F)F)=O)F)F)F